C(=O)NC1=COC2=C(C1=O)C=C(C(=C2)NS(=O)(=O)C)S(=O)(=O)C2=CC=CC=C2 N-(3-formamido-4-oxo-6-Benzenesulfonyl-4H-7-benzopyranyl)methanesulfonamide